ClC1=CC=C(C=C1)C1=NCN(C2=CC=CC=C12)S(=O)(=O)C1=CC=C(C)C=C1 4-(4-chlorophenyl)-1-tosyl-1,2-dihydroquinazoline